(R)-N-(1-cyanopyrrolidin-3-yl)-4-(1-methyl-1H-pyrazol-4-yl)benzamide C(#N)N1C[C@@H](CC1)NC(C1=CC=C(C=C1)C=1C=NN(C1)C)=O